N1CC(C1)OC=1C=NN(C1)CC(F)(F)F 4-(azetidin-3-yloxy)-1-(2,2,2-trifluoroethyl)-1H-pyrazole